2-((diphenylmethylene)amino)-2-(5-oxo-1-((2-(trimethylsilyl)ethoxy)methyl)-1,5-dihydroimidazo[1,2-a]pyrimidin-7-yl)acetamide C1(=CC=CC=C1)C(C1=CC=CC=C1)=NC(C(=O)N)C=1N=C2N(C(C1)=O)C=CN2COCC[Si](C)(C)C